N-[5-(4-cyanophenyl)-2-pyridyl]-2-[5-methyl-4-[2-(trifluoromethyl)-4-pyridyl]imidazol-1-yl]acetamide C(#N)C1=CC=C(C=C1)C=1C=CC(=NC1)NC(CN1C=NC(=C1C)C1=CC(=NC=C1)C(F)(F)F)=O